NC1=C(C(=O)NC2C(NC(CC2)=O)=O)C=C(C=C1Br)C 2-amino-3-bromo-N-(2,6-dioxopiperidin-3-yl)-5-methylbenzamide